tert-butyl 3-(2-bromo-4-chloro-6-hydroxy-anilino)azetidine-1-carboxylate BrC1=C(NC2CN(C2)C(=O)OC(C)(C)C)C(=CC(=C1)Cl)O